(4-bromo-3-(trifluoromethyl)phenoxy)-1H-1,2,3-triazole-4-carboxylic acid BrC1=C(C=C(ON2N=NC(=C2)C(=O)O)C=C1)C(F)(F)F